FC([C@@H](C)NC)(F)F |r| racemic-1,1,1-trifluoro-N-methylpropan-2-amine